rel-(R)-8-benzyloxy-6-(4-tert-butyl-5-chloro-2-methyl-phenyl)-1-imino-3,4-dihydro-2H-thiopyrano[3,2-b]pyridine 1-oxide C(C1=CC=CC=C1)OC1=C2C(=NC(=C1)C1=C(C=C(C(=C1)Cl)C(C)(C)C)C)CCC[S@@]2(=N)=O |o1:29|